(R)-N-(4-(3-((5-chloropyrimidin-2-yl)amino)pyrrolidine-1-carbonyl)-2-(1-methyl-1H-pyrazol-4-yl)phenyl)acrylamide ClC=1C=NC(=NC1)N[C@H]1CN(CC1)C(=O)C1=CC(=C(C=C1)NC(C=C)=O)C=1C=NN(C1)C